N,5-bis(4-methoxyphenyl)-1-methyl-2-oxopyrrolidine-3-carboxamide COC1=CC=C(C=C1)NC(=O)C1C(N(C(C1)C1=CC=C(C=C1)OC)C)=O